FC(C1=NC(=CC=C1OC[C@@](CC(C)C)(N)C)C1=CNC2=NC=CC=C21)F (R)-1-{[2-(difluoromethyl)-6-(1H-pyrrolo[2,3-b]pyridin-3-yl)pyridin-3-yl]oxy}-2,4-dimethylpentane-2-amine